Iridium(III) tris[phenylisoquinoline] C1(=CC=CC=C1)C1=NC=CC2=CC=CC=C12.C1(=CC=CC=C1)C1=NC=CC2=CC=CC=C12.C1(=CC=CC=C1)C1=NC=CC2=CC=CC=C12.[Ir+3]